C(=O)=C1SC2=C(C1)C=CC=C2 2-CARBONYL-BENZOTHIOPHEN